CC(C(C(NC)=O)NC(C(CC(C)C)C(C(NO)=O)O)=O)(C)C N-[2,2-dimethyl-1-(methylcarbamoyl)propyl]-2-[hydroxy-(hydroxycarbamoyl)methyl]-4-methyl-pentanamide